Tert-Butyl 4-(2-chloro-4-fluorophenoxy)-2-[[(4-methoxyphenyl)methyl]amino]-5H,6H,7H,8H-pyrido[3,4-d]pyrimidine-7-carboxylate ClC1=C(OC=2C3=C(N=C(N2)NCC2=CC=C(C=C2)OC)CN(CC3)C(=O)OC(C)(C)C)C=CC(=C1)F